2-(((2S)-2-(tert-butoxycarbonylamino)-1-cyano-3-(1H-indol-3-yl)propyl)amino)-N-benzyl-benzamide C(C)(C)(C)OC(=O)N[C@H](C(C#N)NC1=C(C(=O)NCC2=CC=CC=C2)C=CC=C1)CC1=CNC2=CC=CC=C12